2-[4-[1-[3-[(4R)-2-oxooxazolidin-4-yl]propanoyl]azetidin-3-yl]phenyl]sulfonylacetonitrile O=C1OC[C@H](N1)CCC(=O)N1CC(C1)C1=CC=C(C=C1)S(=O)(=O)CC#N